C(C)(C)(C)C=1SC(=C(N1)C=1C(=C(C=CC1)NS(=O)(=O)C=1C=2CCNC2C=CC1)F)C1=NC(=NC=C1)NC1CC2(CS(C2)(=O)=O)C1 N-(3-(2-(tert-Butyl)-5-(2-((2,2-dioxido-2-thiaspiro[3.3]heptan-6-yl)amino)pyrimidin-4-yl)thiazol-4-yl)-2-fluorophenyl)indoline-4-sulfonamide